3-cyclopropyl-N-(5-fluoroquinolin-8-yl)-pyridine-2-sulfonamide C1(CC1)C=1C(=NC=CC1)S(=O)(=O)NC=1C=CC(=C2C=CC=NC12)F